C1(CC1)N(C(=O)C=1C(=NN(C1F)C)C(F)F)CC1=C(C=CC(=C1)F)CC N-cyclopropyl-3-(difluoromethyl)N-(2-ethyl-5-fluorobenzyl)-5-fluoro-1-methyl-1H-pyrazole-4-carboxamide